C(C1=CC=CC=C1)OCCOCCOCC=1C=CC(=NC1)N(CC1=CC=C(C=C1)N1CCOCC1)CC1=CC(=CC=C1)OC 5-((2-(2-(benzyloxy)ethoxy)ethoxy)methyl)-N-(3-methoxybenzyl)-N-(4-morpholinobenzyl)pyridin-2-amine